CC(C)N1N=C(C2=NC(=CC=C21)N2CCOCC2)C2=NNC=C2 4-[1-(propan-2-yl)-3-(1H-pyrazol-3-yl)-1H-pyrazolo[4,3-b]pyridin-5-yl]morpholine